C1(CC1)N1C(=NC2=NC=C(C=C21)C=2C=CN1N=CN=C(C12)NC(C)C)C 5-(1-cyclopropyl-2-methyl-1H-imidazo[4,5-b]pyridin-6-yl)-N-isopropylpyrrolo[2,1-f][1,2,4]triazin-4-amine